C[SiH](C)[Zr](C1C(=CC2=C(C=CC=C12)C1=CC=CC2=CC=CC=C12)C)C1C(=CC2=C(C=CC=C12)C1=CC=CC2=CC=CC=C12)C dimethylsilyl(bis(2-methyl-4-(naphthalen-1-yl)-indenyl))zirconium